CN(CCN(C1=C(C=C(C(=C1)F)NC=1N=C(C2=C(N1)NC=C2)C2=CN(C1=CC=CC=C21)C)[N+](=O)[O-])CC)C N1-(2-(dimethylamino)ethyl)-N1-ethyl-5-fluoro-N4-(4-(1-methyl-1H-indol-3-yl)-7H-pyrrolo[2,3-d]pyrimidin-2-yl)-2-nitrobenzene-1,4-diamine